N-(4-((4-(benzo[d]thiazol-6-yloxy)-2-methoxy-5-methylphenyl)amino)-7-methoxyquinazolin-6-yl)-2-fluoro-3-(1-methylpyrrolidin-2-yl)acrylamide S1C=NC2=C1C=C(C=C2)OC2=CC(=C(C=C2C)NC2=NC=NC1=CC(=C(C=C21)NC(C(=CC2N(CCC2)C)F)=O)OC)OC